ClC1=CC2=C(C=N1)C(=NN2C2=CC(=CC=C2)OC)OCOCC[Si](C)(C)C 6-chloro-1-(3-methoxyphenyl)-3-((2-(trimethylsilyl)ethoxy)methoxy)-1H-pyrazolo[4,3-c]pyridine